7-methyl-2-(pyrrolidin-3-yl)pyrrolo[2,1-f][1,2,4]triazin-4(3H)-one hydrochloride Cl.CC1=CC=C2C(NC(=NN21)C2CNCC2)=O